C(#N)N=C(NCCCCCC1CN(CC1)C(=O)C=1NC=CC1F)NC1=CC=NC=C1 2-cyano-1-(5-(1-(3-fluoro-2-pyrrolylformyl)pyrrolidine-3-yl)pentyl)-3-(4-pyridinyl)guanidine